COC=1C(=C2C=CNC2=C(C1)C)C(CCC=C)N1N=C2C=C(C=CC2=C1)C#N 2-(1-(5-methoxy-7-methyl-1H-indol-4-yl)pent-4-en-1-yl)-2H-indazole-6-carbonitrile